The molecule is a steroid sulfate that is the sulfuric ester derivative of 5beta-cyprinol. It is a steroid sulfate, a 3alpha-hydroxy steroid, a 7alpha-hydroxy steroid, a 12alpha-hydroxy steroid and a 26-hydroxy steroid. It derives from a 5beta-cyprinol. C[C@H](CCCC(CO)COS(=O)(=O)O)[C@H]1CC[C@@H]2[C@@]1([C@H](C[C@H]3[C@H]2[C@@H](C[C@H]4[C@@]3(CC[C@H](C4)O)C)O)O)C